N-(2,4-difluoro-3-mercaptophenyl)propane-1-sulfonamide FC1=C(C=CC(=C1S)F)NS(=O)(=O)CCC